S(=O)(=O)(C1=CC=C(C)C=C1)N1C=CC2=C3C(=CC=C12)C(OC(N3)=O)=O 7-tosyl-1,7-dihydro-[1,3]oxazino[4,5-e]indole-2,4-dione